C(C)(C)(C)OC(NCC1=CC=CC2=C(C=CC=C12)NC(C1=CC=C(C=C1)F)=O)=O ((5-(4-Fluorobenzamido)naphthalen-1-yl)methyl)carbamic acid tert-butyl ester